[(R)-1-(4-iodophenyl)ethyl]carbamic acid tert.-butyl ester C(C)(C)(C)OC(N[C@H](C)C1=CC=C(C=C1)I)=O